tert-butyl 4-((((1r,3r)-3-(3-formyl-2-methoxy-4-(methoxycarbonyl)phenoxy)cyclobutyl)(isopropyl)amino)methyl)piperidine-1-carboxylate C(=O)C=1C(=C(OC2CC(C2)N(C(C)C)CC2CCN(CC2)C(=O)OC(C)(C)C)C=CC1C(=O)OC)OC